5-methoxy-4-(4,4,4-trifluorobutyl)-2-(trifluoromethyl)quinoline-3-carboxylic acid COC1=C2C(=C(C(=NC2=CC=C1)C(F)(F)F)C(=O)O)CCCC(F)(F)F